ClC=1C(=C(C(=CC1)C(F)F)B1OC(C(O1)(C)C)(C)C)F 2-(3-chloro-6-(difluoromethyl)-2-fluorophenyl)-4,4,5,5-tetramethyl-1,3,2-dioxaborolane